N1N=NN=C1C1=C(C=CC=C1)C1=CC=C(C=C1)CN1C=NCC1=O 1-[[2'-(tetrazol-5-yl)biphenyl-4-yl]methyl]-2-imidazolin-5-one